12'(Z)-((5-(pyrrolidin-1-ylmethyl)-1,3-phenylene)bis(oxy))bis(butan-4,1-diyl)bis(octadeca-9,12-dienoate) N1(CCCC1)CC=1C=C(C=C(C1)OCCCCCCCCCC=CCC=CCCCCCCCC(=O)[O-])OCCCCCCCCCC=CC\C=C/CCCCCCCC(=O)[O-]